N-[(3-bromo-4-fluoro-phenyl)methyl]-2,2-dimethoxyethanamine BrC=1C=C(C=CC1F)CNCC(OC)OC